FC1=CC=C(C=C1)C=1C(=C(N=NC1)C(=O)NC=1OC(=NN1)C=1SC=CC1)OC (4-fluorophenyl)-4-methoxy-N-(5-(thiophen-2-yl)-1,3,4-oxadiazol-2-yl)pyridazine-3-carboxamide